(2E,4E)-4-(3-oxo-3-(pyrrolidinyl)propyl)decane-2,4-dienoic acid butyl ester C(CCC)OC(\C=C\C(=C\CCCCC)\CCC(N1CCCC1)=O)=O